pyrrolo[1,2-a]pyrazine-6-carboxylic acid C=1C=2N(C=CN1)C(=CC2)C(=O)O